3-bromo-5-cyano-pyridine BrC=1C=NC=C(C1)C#N